C[C@H]1OCCN2C1=CC(=N2)C(=O)OCC ethyl (R)-4-methyl-6,7-dihydro-4H-pyrazolo[5,1-c][1,4]oxazine-2-carboxylate